4-phenoxymethyl-[1,3]dioxane O(C1=CC=CC=C1)CC1OCOCC1